s-indacen-d C1(=CC=C2C=C3C=CC=C3C=C12)[2H]